Cobalt tungsten oxide [W]=O.[Co]